CC1(C(C2=CC=CC=C2C1)N1C=NC=C1C(=O)OC)C methyl 1-(2,3-dihydro-2,2-dimethyl-1H-inden-1-yl)-1H-imidazole-5-carboxylate